ClC=1C=CC(=C(CO[C@@H]2C[C@H](C2)C(=O)NCC2=C(C(=C(C=C2)C(F)(F)F)C=2NC(C=C(N2)C)=O)F)C1)F trans-3-[(5-chloro-2-fluorobenzyl)oxy]-N-[2-fluoro-3-(4-methyl-6-oxo-1,6-dihydropyrimidin-2-yl)-4-(trifluoromethyl)benzyl]cyclobutane-1-carboxamide